4,4-dimethylphenyl-iodonium hexafluorophosphate F[P-](F)(F)(F)(F)F.CC1(CC=C(C=C1)[IH+])C